4-(fluoro)benzoylmethylidenedimethyl-sulphur bromide FC1=CC=C(C(=O)S(C)(C)(=C)Br)C=C1